C1CC1CNC(C2=CC=CC=C2)C3=CC(=C(C=C3)F)NC(=O)C4=CC(=NN4C5=CC=CC(=C5)CN)C(=O)O (+)-1-(3-(aminomethyl)phenyl)-5-(5-((cyclopropylmethylamino)(phenyl)methyl)-2-fluorophenylcarbamoyl)-1H-pyrazole-3-carboxylic acid